NC1=NC=CC(=C1Cl)C1=NNC2=NC(=CN=C21)N2CCC1(CC2)CC2=CC=CC=C2[C@H]1N (3S)-1'-[3-(2-amino-3-chloropyridin-4-yl)-1H-pyrazolo[3,4-b]pyrazin-6-yl]-1,3-dihydrospiro[indene-2,4'-piperidin]-3-amine